C(C)N1N=CC(=C1)C1=CC=2C3=C(C=NC2C=C1OC)N(C(N3C3=C(C=NC=C3)OC)=O)C 8-(1-Ethyl-1H-pyrazol-4-yl)-7-methoxy-1-(3-methoxy-pyridin-4-yl)-3-methyl-1,3-dihydroimidazo[4,5-c]quinolin-2-one